[Cl-].[Cl-].[Mn+2] Manganese Dichloride